7-bromo-2-(3-chloropropyl)-1-(4-methoxybenzyl)-4-methyl-1H-imidazo[4,5-d]thieno[3,2-b]pyridine BrC1=CC2=NC(=C3C(=C2S1)N(C(=N3)CCCCl)CC3=CC=C(C=C3)OC)C